P(=O)(OC1(CC=CC=C1)C)(OCC(CCCC)CC)[O-] (1-methylphenyl) (2-ethylhexyl) phosphate